tetrabutylammonium tetrathiorhenate [Re](=S)(=S)([S-])[S-].C(CCC)[N+](CCCC)(CCCC)CCCC.C(CCC)[N+](CCCC)(CCCC)CCCC